1,4-dihydroborinine B1C=CCC=C1